FC(C1=CC=CC(=N1)C(=O)O)F 6-(Difluoromethyl)pyridine-2-carboxylic acid